[Pt+2].N1=C(C=CC=C1)C1=CC(=CC=C1)C1=NC=CC=C1 1,3-di(2-pyridyl)benzene platinum(II)